(3-methyl-4-((2-morpholinothiazol-5-yl)oxy)phenyl)cyclobutane-carboxamide CC=1C=C(C=CC1OC1=CN=C(S1)N1CCOCC1)C1(CCC1)C(=O)N